3,3-difluorocyclobutyl (1-cyclobutyl-3-(3,3-difluorocyclobutyl)-4-methyl-1H-pyrazol-5-yl)carbamate C1(CCC1)N1N=C(C(=C1NC(OC1CC(C1)(F)F)=O)C)C1CC(C1)(F)F